tert-butyl ((6-((4,4-difluorocyclohexyl)amino)-2-(3-(hydroxymethyl)-1H-pyrazol-1-yl)pyrimidin-4-yl)methyl)carbamate FC1(CCC(CC1)NC1=CC(=NC(=N1)N1N=C(C=C1)CO)CNC(OC(C)(C)C)=O)F